ClC1=CC=C(C(=N1)C)O[C@H](C)C=1C=C(C=C2C(C(=C(OC12)C=1C=NN(C1)CCO)C)=O)C 8-[(1R)-1-[(6-Chloro-2-methyl-3-pyridyl)oxy]ethyl]-2-[1-(2-hydroxyethyl)pyrazol-4-yl]-3,6-dimethyl-chromen-4-one